ClC1=CNC=2N=C(N=C(C21)NC2C1(CC1)CCNC2)NC=2C=NN(C2)CC 5-chloro-N2-(1-ethyl-1H-pyrazol-4-yl)-N4-(6-azaspiro[2.5]octane-4-yl)-7H-pyrrolo[2,3-d]pyrimidine-2,4-diamine